(S)-2-((((9H-fluoren-9-yl)methoxy)carbonyl)amino)-3-(4-(5-methoxypyridin-3-yl)phenyl)propanoic acid C1=CC=CC=2C3=CC=CC=C3C(C12)COC(=O)N[C@H](C(=O)O)CC1=CC=C(C=C1)C=1C=NC=C(C1)OC